5-(piperidin-4-yl)piperidine-2-carboxamide N1CCC(CC1)C1CCC(NC1)C(=O)N